C1(=C(C=CC=C1)C=1SC(=CN1)C(=O)N)C 2-(o-tolyl)thiazole-5-carboxamide